ClC1=C(OC2=CC=C(C=N2)C2CN(C2)C(=O)N2C[C@H](CC2)C2=NN=CN2)C=CC=C1 [3-[6-(2-chlorophenoxy)-3-pyridinyl]azetidin-1-yl]-[(3S)-3-(4H-1,2,4-triazol-3-yl)pyrrolidin-1-yl]methanone